CC1=C(C(=C(C(=C1O)C)C)C(C)(C)C1=CC=C(C=C1)O)C Tetramethyl-Bisphenol A